3-(aminomethyl)-5-(hydroxymethyl)pyrrolidin-2-one NCC1C(NC(C1)CO)=O